tetrahydro-2H-pyran-3,4-diyl diacetate C(C)(=O)OC1COCCC1OC(C)=O